ClCC(=O)NC1=C(C(=CC=C1NC[C@H]1OCC1)C#N)F (S)-2-chloro-N-(3-cyano-2-fluoro-6-((oxetan-2-ylmethyl)amino)phenyl)acetamide